C(C)(C)(C)OC(CN1C(=NC=C(C1=O)NCCCC1=CC=CC=C1)C1=CC=C(C=C1)P(=O)(C)OCC)=O.BrC1=CC=C(C=C1)CCSC 1-bromo-4-(2-methylsulfanyl-ethyl)benzene tert-butyl-2-(2-(4-(ethoxy(methyl)phosphoryl)phenyl)-6-oxo-5-((3-phenylpropyl)amino)pyrimidin-1(6H)-yl)acetate